C1(CCCC1)NC1=C(C(=C2C(NC(=NC2=C1)CSC1CCOCC1)=O)F)F 7-(Cyclopentylamino)-5,6-difluoro-2-(((tetrahydro-2H-pyran-4-yl)thio)methyl)quinazolin-4(3H)-one